C(C)OC(=O)C=1C=C(NC1C1=CC=CC=C1)C1=CC=C(C=C1)C#N (4-cyanophenyl)-5-phenylAzole-4-carboxylic acid ethyl ester